N1C(=NC2=C1C=C1C=CC=CC1=C2)C2=C(C(=C1C=CC=CC1=C2)C=2C(=CC=C1C=CC=CC21)O)O 3-(1H-naphtho[2,3-d]imidazole-2-yl)-[1,1'-binaphthyl]-2,2'-diol